FC=1C=C2[C@H]3CCCN3C=3C=CN4N=CC(C(NC(CCC2=NC1)C)=O)=C4N3 (6R)-9-fluoro-15-methyl-2,11,16,20,21,24-hexaazapentacyclo[16.5.2.02,6.07,12.021,25]pentacosa-1(24),7,9,11,18(25),19,22-heptaen-17-one